C1(=CC(=CC=C1)C(=C)N1C(CCC1)=O)C 1-(1-(m-tolyl)vinyl)pyrrolidin-2-one